1-(2-(1H-pyrazolo[3,4-b]pyridin-4-yl)-2-azaspiro[3.3]heptan-6-yl)-3-(3-(trifluoromethyl)phenyl)urea N1N=CC=2C1=NC=CC2N2CC1(C2)CC(C1)NC(=O)NC1=CC(=CC=C1)C(F)(F)F